ClC1=NC(C2=C(N1CC1=CC=C(C=C1)Cl)C=NN2CC)=O 5-chloro-4-(4-chlorobenzyl)-1-ethyl-1,4-dihydro-7H-pyrazolo[4,3-d]pyrimidin-7-one